(3S)-3-[9H-fluoren-9-ylmethoxycarbonyl-(methyl)amino]-4-(1-methyl-1-phenyl-ethoxy)-4-oxo-butanoic acid C1=CC=CC=2C3=CC=CC=C3C(C12)COC(=O)N([C@@H](CC(=O)O)C(=O)OC(C)(C1=CC=CC=C1)C)C